C(C)N1C(NC2=CC(=CC(=C2C1=O)OC)CN1CCN(CC1)C=1C=CC(=NC1F)C(=O)NC)=O 5-(4-((3-ethyl-5-methoxy-2,4-dioxo-1,2,3,4-tetrahydroquinazolin-7-yl)methyl)piperazin-1-yl)-6-fluoro-N-methylpicolinamide